5-methyl-2-pyrazinemethanol CC=1N=CC(=NC1)CO